ClC1=C(C=CC(=C1)F)C1=CC(NC2=CC(=CC=C12)O[C@@H](C(N1CCCCC1)=O)C)=O (R)-4-(2-chloro-4-fluorophenyl)-7-((1-oxo-1-(piperidin-1-yl)propan-2-yl)oxy)quinolin-2(1H)-one